(2R,3S)-1-CYCLOBUTYL-3-METHYLHEX-5-ENE-2-SULFONAMIDE C1(CCC1)C[C@H]([C@H](CC=C)C)S(=O)(=O)N